4-amino-2-(3-fluoro-4-methylacrylamidophenyl)-3-(4-((4-methylpyrimidin-2-yl)oxy)phenyl)thieno[3,2-c]pyridine-7-carboxamide NC1=NC=C(C2=C1C(=C(S2)C2=CC(=C(C=C2)NC(C=CC)=O)F)C2=CC=C(C=C2)OC2=NC=CC(=N2)C)C(=O)N